NC1=CC(=CC(N1)=O)COCC(C)N 6-amino-4-((2-aminopropoxy)methyl)pyridin-2-one